Cl.FC1=CC=C(C=C1)N(C(=O)[C@H]1N[C@@H]2CC[C@H]1C2)C (1R,3S,4S)-N-(4-fluorophenyl)-N-methyl-2-azabicyclo[2.2.1]heptane-3-carboxamide hydrochloride